5-cyclopropoxycarbonylamino-3-(1-(tert-butyl)piperidin-4-yl)pyrrolo[3,2-b]pyridine C1(CC1)OC(=O)NC1=CC=C2C(=N1)C(=CN2)C2CCN(CC2)C(C)(C)C